2-Amino-1-(2,6-dimethyl-3-sulfamoylphenyl)-5,6-dimethyl-1H-pyrrolo[2,3-b]pyridine-3-carboxamide NC1=C(C=2C(=NC(=C(C2)C)C)N1C1=C(C(=CC=C1C)S(N)(=O)=O)C)C(=O)N